FC=1C=C(C=CC1OC)[C@@H](CC(=O)O)C=1C=NN(C1)CCCC1=NC=2NCCCC2C=C1 |r| (±)-3-(3-Fluoro-4-methoxyphenyl)-3-(1-(3-(5,6,7,8-tetrahydro-1,8-naphthyridin-2-yl)propyl)-1H-pyrazol-4-yl)propanoic acid